methyl 2-methyl-1-(3-(2-((methylsulfonyl)oxy)ethoxy)propyl)-1H-benzo[d]imidazole-4-carboxylate CC1=NC2=C(N1CCCOCCOS(=O)(=O)C)C=CC=C2C(=O)OC